COC=1C=C(C=CC1)C=1C(=C2N(N1)CCC2)C2=CC=C1C=NNC1=C2 6-(2-(3-Methoxyphenyl)-5,6-dihydro-4H-pyrrolo[1,2-b]pyrazol-3-yl)-1H-indazole